O1NO[C-]=C1 1,3-dioxazolid